(R)-4-(2-Amino-2-methylpropanoyl)-N-(1-(4-(2-((S)-3-(aminomethyl)pyrrolidin-1-yl)ethyl)phenyl)-2-oxo-1,2-dihydropyrimidin-4-yl)-2-methylpiperazine-1-carboxamide hydrochloride salt Cl.NC(C(=O)N1C[C@H](N(CC1)C(=O)NC1=NC(N(C=C1)C1=CC=C(C=C1)CCN1C[C@@H](CC1)CN)=O)C)(C)C